5-phospho-α-D-ribose 1-diphosphate P(O)(=O)(OP(=O)(O)O)O[C@@H]1[C@H](O)[C@H](O)[C@H](O1)COP(=O)(O)O